Tert-butyl (2R)-2-carbamoyl-4-[2-(2,4-difluorophenyl)-3-(4-pyridyl)imidazo[4,5-b]pyridin-5-yl]piperazine-1-carboxylate C(N)(=O)[C@@H]1N(CCN(C1)C1=CC=C2C(=N1)N(C(=N2)C2=C(C=C(C=C2)F)F)C2=CC=NC=C2)C(=O)OC(C)(C)C